(2,5-difluoro-4-(piperidin-4-yl)phenyl)piperidine-2,6-dione HCl salt Cl.FC1=C(C=C(C(=C1)C1CCNCC1)F)N1C(CCCC1=O)=O